CN(C(OC(C)(C)C)=O)C[C@H]1CNCCC1 tert-butyl N-methyl-N-([(3R)-piperidin-3-yl]methyl)carbamate